(R)-N-(4-(1-(2-cyanoacetyl)-2-ethyl-1,2,3,6-tetrahydropyridin-4-yl)-1H-pyrrolo[2,3-b]pyridin-6-yl)cyclopropylcarboxamide C(#N)CC(=O)N1[C@@H](CC(=CC1)C1=C2C(=NC(=C1)NC(=O)C1CC1)NC=C2)CC